3,5,7-trihydroxy-2-(4-hydroxy-3-methoxyphenyl)-4H-chromen-4-one-6,8-d2 OC1=C(OC2=C(C(=C(C(=C2C1=O)O)[2H])O)[2H])C1=CC(=C(C=C1)O)OC